4-(2-Methoxy-5-pyrrolidin-1-ylsulfonyl-phenyl)piperazine-1-carboxylic acid tert-butyl ester C(C)(C)(C)OC(=O)N1CCN(CC1)C1=C(C=CC(=C1)S(=O)(=O)N1CCCC1)OC